(E)-3-phenyl-1-(p-tolyl)prop-2-en-1-one C1(=CC=CC=C1)/C=C/C(=O)C1=CC=C(C=C1)C